C(C=C)(=O)N1C[C@@H]2COC3=C(C(N2CC1)=O)C(=NC(=C3F)C3=C(C=CC=C3O)F)N3C(C[C@H](C3)OC)(C)C (6aR)-8-acryloyl-1-((R)-4-methoxy-2,2-dimethylpyrrolidin-1-yl)-4-fluoro-3-(2-fluoro-6-hydroxyphenyl)-6,6a,7,8,9,10-hexahydro-12H-pyrazino[2,1-c]pyrido[3,4-f][1,4]oxazepin-12-one